[C@@H]1([C@H](O)[C@H](O)[C@@H](CNSC)O1)N1C=NC=2C(N)=NC=NC12 adenosyl-methylthioamine